C(C1=CC=CC=C1)(=O)C1=CC=C(C=C1)N1C2=CC=CC=C2C=2C=C(C=CC12)C(C(CC)=O)=O 1-(N-4-benzoylphenyl-carbazol-3-yl)-butane-1,2-dione